FC1=CC=C(C=C1)[C@]1(C[C@@H]2[C@H](N(OC2(C)C)C)[C@H](C1)C)C |r| rac-(3aR,5R,7S,7aR)-5-(4-fluorophenyl)-1,3,3,5,7-pentamethyl-octahydrobenzo[c]isoxazole